2,3,5,6,8,9,11,12-octachlorotridecane-6,7,8-13C3 ClC(C)C(CC([13CH]([13CH2][13CH](C(CC(C(C)Cl)Cl)Cl)Cl)Cl)Cl)Cl